N'-(4-chlorobenzylidene)-1-methyl-2,3,4,9-tetrahydropyrido[3,4-b]indole-3-formhydrazide ClC1=CC=C(C=NNC(=O)C2CC3=C(NC4=CC=CC=C34)C(N2)C)C=C1